CS(=O)(=O)C1=CC(=CC=C1)[N+](=O)[O-] 1-(methylsulfonyl)-3-nitrobenzene